FC(S(=O)(=O)[O-])(F)F.[I-].C[N+]1=CC(=CC2=CC=CC=C12)\C=C\C1=[N+](C2=CC=CC=C2C1(C)C)C 1-methyl-3-[(E)-2-(1,3,3-trimethyl-3H-indolium-2-yl)ethenyl]-quinolinium iodide trifluoromethanesulfonate